CCC(C)(C)C neo-hexane